tert-butyl 1-(cyanomethyl)-3-trityl-3,8-diazabicyclo[3.2.1]octane-8-carboxylate C(#N)CC12CN(CC(CC1)N2C(=O)OC(C)(C)C)C(C2=CC=CC=C2)(C2=CC=CC=C2)C2=CC=CC=C2